2-(4'-amino-[1,1'-biphenyl]-4-yl)-3-(2,3-dihydrobenzo[b][1,4]dioxin-6-yl)-1-oxo-1,2,3,4-tetrahydroisoquinoline-4-carboxylic acid NC1=CC=C(C=C1)C1=CC=C(C=C1)N1C(C2=CC=CC=C2C(C1C1=CC2=C(OCCO2)C=C1)C(=O)O)=O